FC1=C(CN2[C@@H](CCC2=O)CC(=O)N[C@@H]([C@H](OC)C)C(=O)N[C@@H](C(C)C)C(=O)O)C=CC=C1F N-(2-((S)-1-(2,3-difluorobenzyl)-5-oxopyrrolidin-2-yl)acetyl)-O-methyl-L-threonyl-L-valine